3-(4-Bromo-phenyl)-5-(3-phenyl-allylidene)-dihydro-pyrimidine-2,4-dione BrC1=CC=C(C=C1)N1C(NCC(C1=O)=CC=CC1=CC=CC=C1)=O